1-(4-{6-chloro-2-[(1-cyclopropyl-5-methyl-1H-pyrazol-4-yl)amino]quinazolin-7-yl}piperidin-1-yl)-3-phenylpropan-2-ol ClC=1C=C2C=NC(=NC2=CC1C1CCN(CC1)CC(CC1=CC=CC=C1)O)NC=1C=NN(C1C)C1CC1